C(CC(=O)O)CO The molecule is a 4-hydroxy monocarboxylic acid that is butyric acid in which one of the hydrogens at position 4 is replaced by a hydroxy group. It has a role as a general anaesthetic, a GHB receptor agonist, a sedative and a neurotoxin. It is a 4-hydroxy monocarboxylic acid and a hydroxybutyric acid. It derives from a butyric acid. It is a conjugate base of a 4-hydroxybutyrate.